7-chloro-2-fluoro-9H-indeno[2,1-d]pyrimidin-9-one ClC1=CC=2C(C=3N=C(N=CC3C2C=C1)F)=O